4-(aminomethyl)-6-(5-(imidazo[1,5-a]pyridin-5-yl)-1-methyl-1H-pyrazol-4-yl)phthalazin-1(2H)-one NCC1=NNC(C2=CC=C(C=C12)C=1C=NN(C1C1=CC=CC=2N1C=NC2)C)=O